P(OC1=CC=C(C=C1)C(C)(C)C)(OC1=CC=C(C=C1)C(C)(C)C)[O-].[Na+] sodium bis(4-t-butylphenyl) phosphite